3-(5-(3-chlorophenyl)oxazol-2-yl)-5-(1-cyclohexyl-1H-pyrazol-4-yl)pyridin-2-amine ClC=1C=C(C=CC1)C1=CN=C(O1)C=1C(=NC=C(C1)C=1C=NN(C1)C1CCCCC1)N